COC1=CC=C(C=C1)C1=NOC(=N1)N1CCC(CC1)C(=O)NCC1=CC=NC=C1 1-(3-(4-Methoxyphenyl)-1,2,4-oxadiazol-5-yl)-N-(pyridin-4-ylmethyl)piperidine-4-carboxamide